1-methyl-d3-5-nitroimidazole C(N1C=NC=C1[N+](=O)[O-])([2H])([2H])[2H]